2-[4-[[(1r,3r)-3-hydroxycyclohexyl]amino]pyrido[3,4-d]pyridazin-1-yl]-5-(trifluoromethoxy)phenol O[C@H]1C[C@@H](CCC1)NC=1N=NC(=C2C1C=NC=C2)C2=C(C=C(C=C2)OC(F)(F)F)O